ClC1=C(C(=CC=C1)F)C(=O)NC=1C=C(C2=C(NC(=N2)N[C@H](CO)C(C)C)C1)C(=O)NC1=C(C(=CC=C1)Cl)C 6-{[(2-chloro-6-fluorophenyl)carbonyl]amino}-N-(3-chloro-2-methylphenyl)-2-{[(2S)-1-hydroxy-3-methylbutane-2-yl]amino}-1H-benzimidazole-4-carboxamide